C(C1=CC=CC=C1)C1(CC(=NO1)CN(C)C(=O)OC(C)(C)C)C(=O)OC Methyl 5-benzyl-3-(((tert-butoxycarbonyl)(methyl)amino)methyl)-4,5-dihydroisoxazole-5-carboxylate